3-(2,4-dimethylbenzenesulfonyl)-8-{4-[2-(2-hydroxyethoxy)ethyl]piperazin-1-yl}-4H,5H-[1,2,3]triazolo[1,5-a]quinazolin-5-one CC1=C(C=CC(=C1)C)S(=O)(=O)C=1N=NN2C1NC(C1=CC=C(C=C21)N2CCN(CC2)CCOCCO)=O